N-methylindazole CN1N=CC2=CC=CC=C12